1,2-dicarbazolyl-4,5-dibromobenzene C1(=CC=CC=2C3=CC=CC=C3NC12)C1=C(C=C(C(=C1)Br)Br)C1=CC=CC=2C3=CC=CC=C3NC12